4-bromo-5,6-difluoro-2-methyl-1-(2-trimethylsilylethoxymethyl)indole-7-carboxylic acid BrC1=C2C=C(N(C2=C(C(=C1F)F)C(=O)O)COCC[Si](C)(C)C)C